N12N=CC=3C=CC4=NC=NC(NCC1)=C4C23 1,2,8,10,12-pentazatetracyclo[9.3.2.04,15.07,16]hexadecane-2,4(15),5,7(8),9,11(16)-hexaene